[Os](Cl)Cl.N1=C(C=CC=C1)C1=NC=CC=C1.N1=C(C=CC=C1)C1=NC=CC=C1 bis(2,2-bipyridine) osmium (II) dichloride